C(#N)C1=NC(=NC=C1)O[C@@H](C)[C@H]1N(CCC1)C(=O)OC(C)(C)C tert-butyl (2S)-2-[(1S)-1-[(4-cyanopyrimidin-2-yl)oxy]ethyl]-pyrrolidine-1-carboxylate